OC1=CC=C2C(C(=COC2=C1)OC1=CC=C(C=C1)I)=O 7-Hydroxy-3-(4-iodophenoxy)-4H-chromen-4-one